FC(C=1C=2N(C=CC1)N=CC2)(F)F 4-(trifluoromethyl)pyrazolo[1,5-a]pyridin